FC1=C(C=C2C=CC(=NC2=C1)C)C1=CN=C(O1)[C@H](CCCCCC(CC)=O)NC(=O)C1=NOC2(C1)CCN(CC2)C (S)-N-(1-(5-(7-fluoro-2-methylquinolin-6-yl)oxazol-2-yl)-7-oxononyl)-8-methyl-1-oxa-2,8-diazaspiro[4.5]dec-2-ene-3-carboxamide